methyl 2-(6'-bromo-2-methyl-1'-oxo-1'H-spiro[cyclopropane-1,4'-isoquinolin]-2'(3'H)-yl)acetate BrC=1C=C2C3(CN(C(C2=CC1)=O)CC(=O)OC)C(C3)C